N[C@]1([C@@H](CC[C@H](C1)CCB(O)O)CNC([C@H](CCC(=O)N)NC(=O)OC(C)(C)C)=O)C(=O)O (1R,2S,5R)-1-Amino-2-(((S)-5-amino-2-((tert-butoxycarbonyl)amino)-5-oxopentanamido)methyl)-5-(2-boronoethyl)cyclohexane-1-carboxylic acid